FC(CC(=O)O)(C=O)F 3,3-difluoro-4-oxobutanoic acid